1-[[2-(difluoro-methoxy)pyridin-4-yl]methyl]-3-[rac-(1R,2R)-4,4-difluoro-2-hydroxycyclohexyl]urea FC(OC1=NC=CC(=C1)CNC(=O)N[C@H]1[C@@H](CC(CC1)(F)F)O)F |r|